1-((benzyloxy)methyl)-4,4-difluorocyclohexane-1-carboxylic acid C(C1=CC=CC=C1)OCC1(CCC(CC1)(F)F)C(=O)O